CN1C(=NC2=C1C=CC(=C2)C(=O)OCC)NC2=NC1=C(N2C)C=CC(=C1)OC(F)(F)F ethyl 1-methyl-2-((1-methyl-5-(trifluoromethoxy)-1H-benzo[d]imidazol-2-yl) amino)-1H-benzo[d]imidazole-5-carboxylate